CN1C2=C(OC[C@@H](C1=O)NC(C(=O)NCCC=1SC=CC1)=O)C=CC=C2 (S)-N1-(5-methyl-4-oxo-2,3,4,5-tetrahydrobenzo[b][1,4]oxazepin-3-yl)-N2-(2-(thiophen-2-yl)ethyl)oxalamide